NS(=O)(=O)C=1C=C(C=CC1C)NC1=NC=C(C(=N1)NC1=CC(=C(C=C1)O[C@H]1CN(CCC1)C)Cl)F |r| Racemic-N2-(3-aminosulfonyl-4-methylphenyl)-N4-{3-chloro-4-[(1-methylpiperidin-3-yl)oxy]phenyl}-5-fluoro-2,4-pyrimidinediamine